NC=1C=C(C=CC1)[C@H](C)NC1=CN=C2C(=N1)SC(=C2)C (S)-N-(1-(3-aminophenyl)ethyl)-6-methylthieno[2,3-b]pyrazin-3-amine